(S)-2-(1-Isopropyl-3-methyl-4-oxo-1,4-dihydro-5H-pyrazolo[3,4-d]pyridazin-5-yl)-N-(1-(4-(trifluoromethoxy)phenyl)ethyl)acetamid C(C)(C)N1N=C(C2=C1C=NN(C2=O)CC(=O)N[C@@H](C)C2=CC=C(C=C2)OC(F)(F)F)C